CN1N=C(C=C1C(=O)Cl)C(F)(F)F 1-methyl-3-(trifluoromethyl)-1H-pyrazole-5-carbonyl chloride